NC([C@@](CO)(C)NC(=O)C1=C(OC2=C1C=C(C=C2)SC2=CC=CC=C2)C)=O (S)-N-(1-amino-3-hydroxy-2-methyl-1-oxopropan-2-yl)-2-methyl-5-(phenylthio)benzofuran-3-carboxamide